C(C1=CC=CC=C1)OC(=O)N1CC2=C(C=C(C=C2CC1)C=1C=C2C(=NC1)N(C=C2C)C(=O)OC(C)(C)C)[C@H]2N(CCOC2)C(=O)OC(C)(C)C tert-butyl (R)-3-(2-((benzyloxy)carbonyl)-6-(1-(tert-butoxycarbonyl)-3-methyl-1H-pyrrolo[2,3-b]pyridin-5-yl)-1,2,3,4-tetrahydroisoquinolin-8-yl)morpholine-4-carboxylate